F[C@@H]1C[C@H](N(C1)C(CN1N=C(C2=CC(=CC=C12)C1=CN=NC=C1)C(=O)N)=O)C(NC=1C(=NC=CC1)O)=O 1-(2-((2S,4R)-4-fluoro-2-(2-hydroxypyridin-3-ylcarbamoyl)pyrrolidin-1-yl)-2-oxoethyl)-5-(pyridazin-4-yl)-1H-indazole-3-carboxamide